B(F)(F)F.C(C1=CC=CC=C1)OC1=CC(=C(C=C1F)[K])CC (4-(benzyloxy)-2-ethyl-5-fluorophenyl)-potassium trifluoroborate